BrC=1C=C(C(=C(C(=O)OC)C1)NCCCCCNC(=O)OC(C)(C)C)[N+](=O)[O-] methyl 5-bromo-2-((5-((tert-butoxycarbonyl)amino)pentyl)amino)-3-nitrobenzoate